(2S)-2-(9H-fluoren-9-yl-methoxycarbonyl-amino)-3-(5-iodo-2-methyl-phenyl)propanoic acid C1=CC=CC=2C3=CC=CC=C3C(C12)N([C@H](C(=O)O)CC1=C(C=CC(=C1)I)C)C(=O)OC